CN(C)CC1=CC(=C(/C=C/C2=NNC3=CC(=CC=C23)C2=NC(=NC=C2)N)C=C1)C trans-4-(3-(4-((dimethylamino)methyl)-2-methylstyryl)-1H-indazol-6-yl)pyrimidin-2-amine